trans-(3-((3-(Aminomethyl)phenyl)sulfonyl)-5-cyclohexylpiperidin-1-yl)(1,1-dioxidothio-morpholino)methanone NCC=1C=C(C=CC1)S(=O)(=O)[C@@H]1CN(C[C@H](C1)C1CCCCC1)C(=O)N1CCS(CC1)(=O)=O